FC1=CC=C(C=C1)N1C(=NC(=C1)C1=CC=CC=C1)SCC1=CC=C(C=C1)C(F)(F)F 1-(4-fluorophenyl)-4-phenyl-2-((4-(trifluoromethyl)benzyl)thio)-1H-imidazole